N1N=CC2=C(C=CC=C12)C(C#N)=C1CCN(CC1)C(=O)N1CCC(CC1)C(F)(F)F 2-(1H-indazol-4-yl)-2-(1-(4-(trifluoromethyl)piperidin-1-carbonyl)piperidin-4-yliden)acetonitril